(S)-5-(6-(tert-butylamino)-4-(trifluoromethyl)pyridin-3-yl)-4-(2-methylpyrrolidine-1-carbonyl)N-((5-oxo-4,5-dihydro-1H-1,2,4-triazol-3-yl)methyl)thiazole-2-carboxamide C(C)(C)(C)NC1=CC(=C(C=N1)C1=C(N=C(S1)C(=O)NCC1=NNC(N1)=O)C(=O)N1[C@H](CCC1)C)C(F)(F)F